4-((4-(4-((tert-butoxycarbonyl)amino)phenoxy)-3-chlorophenyl)amino)-7-fluoro-1H-indole-2-carboxylic acid ethyl ester C(C)OC(=O)C=1NC2=C(C=CC(=C2C1)NC1=CC(=C(C=C1)OC1=CC=C(C=C1)NC(=O)OC(C)(C)C)Cl)F